nickel-copper-chromium-iron [Fe].[Cr].[Cu].[Ni]